ethyl 2-((3aR,10aR)-8-((4-fluoro-3-methylphenyl)carbamoyl)-6,7-dimethyl-5,5-dioxido-3a,4,10,10a-tetrahydro-1H,7H-dipyrrolo[3,4-b:3',4'-f][1,4,5]oxathiazocin-2(3H)-yl)-2-oxoacetate FC1=C(C=C(C=C1)NC(=O)C=1N(C(=C2C1OC[C@H]1[C@@H](NS2(=O)=O)CN(C1)C(C(=O)OCC)=O)C)C)C